(1-pyridin-2-yl-ethyl)-amide N1=C(C=CC=C1)C(C)[NH-]